1,13-di(cyclohexyl)tetraethylenepentamine C1(CCCCC1)NCCNCCNCCNCCNC1CCCCC1